N-((3S,4R)-3-fluoropiperidin-4-yl)-2-(3-((2-methoxy-4-(methylsulfonyl)phenyl)amino)prop-1-yn-1-yl)-1-(2,2,2-trifluoroethyl)-1H-indol-4-amine F[C@H]1CNCC[C@H]1NC=1C=2C=C(N(C2C=CC1)CC(F)(F)F)C#CCNC1=C(C=C(C=C1)S(=O)(=O)C)OC